N=1N(C=CC1)N Pyrazol-2-amine